tert-butyl 2-(3-chloro-5-(trifluoromethyl) benzyl)-2,8-diazaspiro[4.5]decane-8-carboxylate ClC=1C=C(CN2CC3(CC2)CCN(CC3)C(=O)OC(C)(C)C)C=C(C1)C(F)(F)F